FC(C=1C(=NC=CC1)CN1C(C(=CC2=CC=C(N=C12)C)C1CCC(CC1)C1=C(C=CC=C1C)F)=O)F 1-((3-(difluoromethyl)pyridin-2-yl)methyl)-3-((1r,4r)-4-(2-fluoro-6-methylphenyl)cyclohexyl)-7-methyl-1,8-naphthyridin-2(1H)-one